Myristyl Benzoate C(C1=CC=CC=C1)(=O)OCCCCCCCCCCCCCC